Tert-butyl (4-bromo-3-cyano-5,7-difluorobenzo[b]thiophen-2-yl)carbamate BrC1=C(C=C(C=2SC(=C(C21)C#N)NC(OC(C)(C)C)=O)F)F